C1(=CC=CC=C1)C1=CC=C(C=C1)O p-phenyl-Phenol